(E)-3-(benzo[d][1,3]dioxol-5-yl)acryloyl chloride O1COC2=C1C=CC(=C2)/C=C/C(=O)Cl